3-(3-(3-(hydroxyamino)-3-oxoprop-1-en-1-yl)benzyl)-4-methoxyquinoline-2-carboxamide ONC(C=CC=1C=C(CC=2C(=NC3=CC=CC=C3C2OC)C(=O)N)C=CC1)=O